1-tert-butyl 4-ethyl 4-cyanopiperidine-1,4-dicarboxylate C(#N)C1(CCN(CC1)C(=O)OC(C)(C)C)C(=O)OCC